4-((2S,5R)-4-(bis(4-fluorophenyl)methyl)-5-ethyl-2-methylpiperazin-1-yl)-1-(((R)-tetrahydrofuran-2-yl)methyl)-1H-[1,2,3]triazolo[4,5-e][1,2,4]triazolo[4,3-a]pyrimidine FC1=CC=C(C=C1)C(N1C[C@@H](N(C[C@H]1CC)C1=NC=2N(C3=C1N=NN3C[C@@H]3OCCC3)C=NN2)C)C2=CC=C(C=C2)F